O1C(=NC2=C1C=CC=C2)C2CCN(CC2)C2=C(C(N(C1=CC=CC=C21)C)=O)C(=O)N 4-[4-(1,3-benzooxazol-2-yl)piperidin-1-yl]-1-methyl-2-oxo-1,2-dihydroquinoline-3-carboxamide